6-(trifluoromethyl)-3H-spiro[isobenzofuran-1,1'-cyclohexane-4',2''-[1,3]dioxolane] FC(C1=CC=C2COC3(CCC4(OCCO4)CC3)C2=C1)(F)F